CN1N=CC(=C1)N1N=C(C2=CC=C(C=C12)O)[2H] 1-(1-Methyl-1H-pyrazol-4-yl)-1H-indazol-3-d-6-ol